CSN1C=NC2=C1C=CC=C2 methylsulfanyl-1H-benzimidazole